oxo-1,2,5-thiadiazolidin O=C1NSNC1